N1=CN=C(C2=C1NC=C2)C=2C=NN(C2)C2(CN(C2)S(=O)(=O)CC2CC2)CC#N 2-(3-(4-(7H-pyrrolo[2,3-d]pyrimidine-4-yl)-1H-pyrazol-1-yl)-1-((cyclopropylmethyl)sulfonyl)azetidin-3-yl)acetonitrile